(Z)-3-(1-((1-Methyl-1H-indazol-3-yl)amino)ethylidene)-5-(4-methylpyridin-3-yl)-1H-pyrrolo[2,3-c]pyridin-2(3H)-one CN1N=C(C2=CC=CC=C12)N\C(\C)=C\1/C(NC2=CN=C(C=C21)C=2C=NC=CC2C)=O